ClC1=C(C=C(C(=C1)Cl)C(F)(F)F)NC(=O)N[C@@H](C)C1=NC=NN1C=1SC(=CN1)C(=O)N(C)C 2-[5-[(1S)-1-[[2,4-dichloro-5-(trifluoromethyl)phenyl]carbamoyl-amino]ethyl]-1,2,4-triazol-1-yl]-N,N-dimethyl-thiazole-5-carboxamide